2,6-Difluoro-3-(3-methyl-5-(4-oxa-7-azaspiro[2.5]octan-7-yl)-1H-pyrazolo[4,3-d]pyrimidin-1-yl)-5-(trifluoromethyl)phenol FC1=C(C(=C(C=C1N1N=C(C=2N=C(N=CC21)N2CCOC1(CC1)C2)C)C(F)(F)F)F)O